COC1=C(C=CC=C1C1=NN(C=N1)C)NC(=O)C=1C=NN2C1N=C(C=C2)NC=2C=CC=C1C=CC=NC21 N-(2-methoxy-3-(1-methyl-1H-1,2,4-triazol-3-yl)phenyl)-5-(quinolin-8-ylamino)pyrazolo[1,5-a]pyrimidine-3-carboxamide